C(OCCl)(OCCCCCC)=O Chloromethyl Hexyl Carbonate